C(CC(CC(CCO)O)O)O 1,3,5,7-Heptantetraol